C(CCC)N1C(N(C(C(C1=O)=C(N)N)=O)C1CCC2(CC(C2)N2C(=NNC2=O)C)CC1)=O Butyl-5-(diaminomethylene)-3-(2-(3-methyl-5-oxo-1,5-dihydro-4H-1,2,4-triazol-4-yl)spiro[3.5]nonan-7-yl)pyrimidine-2,4,6(1H,3H,5H)-trione